NC=1C=C(C=C(C1)C(F)(F)F)[C@@H](C)NC=1C2=C(N=CN1)N(C(C(=C2)O[C@H]2CN(CC2)C)=O)C 4-(((R)-1-(3-amino-5-(trifluoromethyl)phenyl)ethyl)amino)-8-methyl-6-(((R)-1-Methylpyrrolidin-3-yl)oxy)pyrido[2,3-d]pyrimidin-7(8H)-one